N-butyl-3-(9-anthryl)-carbazole C(CCC)N1C2=CC=CC=C2C=2C=C(C=CC12)C=1C2=CC=CC=C2C=C2C=CC=CC12